2-(2,5-dimethyl-1H-pyrrol-1-yl)ethan-1-ol CC=1N(C(=CC1)C)CCO